N-(3,5-dichloro-4-((4-ethylquinolin-6-yl)oxy)phenyl)-5-oxo-4,5-dihydro-1,2,4-oxadiazole-3-carboxamide ClC=1C=C(C=C(C1OC=1C=C2C(=CC=NC2=CC1)CC)Cl)NC(=O)C1=NOC(N1)=O